Methyl 2-((2r,3R,4r,5S)-4-(tert-butoxycarbonyl)cuban-1-yl)oxazole-4-carboxylate C(C)(C)(C)OC(=O)C12C3C4C5(C(C14)C2C53)C=5OC=C(N5)C(=O)OC